C(C)(C)(C)C1=CC(=NN1)NC1=NC(=NN2C1=CC=C2)SCC2=CC=C(C(=O)O)C=C2 4-[[[4-[(5-tert-butyl-1H-pyrazol-3-yl)amino]pyrrolo[2,1-f][1,2,4]triazin-2-yl]thio]methyl]benzoic acid